Pyrrolo[2,3-d]pyrimidin-2-amin N1C(=NC=C2C1=NC=C2)N